CN(C1=CC(=C(C=C1)OC)NC([C@@H](NC(=O)OC(C)(C)C)CCSC)=O)C1=CC(OC2=CC=CC=C12)=O 4-(N-methyl-N-(3-(N-Boc-L-methionylamino)-4-methoxyphenyl)-amino)coumarin